BrC1=C(C=CC(=C1)F)[C@H]1C(=C(NC(=N1)C=1SC=CN1)CN1C[C@H](OCC1)CCC(=O)O)C(=O)OCC 3-((R)-4-(((R)-6-(2-bromo-4-fluorophenyl)-5-(ethoxycarbonyl)-2-(thiazol-2-yl)-3,6-dihydropyrimidin-4-yl)methyl)morpholin-2-yl)-propionic acid